2,5-diaminopyrazole NN1N=C(C=C1)N